C1(=CC=CC=C1)C1=NC(=NC(=C1)C1=CC=CC=C1)C1=C(C=C(C(=C1N1C2=CC=CC=C2C=2C=C(C=CC12)C)C1=NC(=CC(=N1)C1=CC=CC=C1)C1=CC=CC=C1)N1C2=CC=CC=C2C=2C=C(C=CC12)C1=CC=CC=C1)N1C2=CC=CC=C2C=2C=C(C=CC12)C1=CC=CC=C1 9,9'-(4,6-bis(4,6-diphenylpyrimidin-2-yl)-5-(3-methyl-9H-carbazol-9-yl)-1,3-phenylene)bis(3-phenyl-9H-carbazole)